BrC=1C=C(C=C(C1)Cl)C1=CC=C(C=C1)C1=CC=CC=C1 3-bromo-5-chloro-1,1':4',1''-terphenyl